O1C(CCC2=CC=CC=C12)C1=CCC(C=C1)=O 4'-flavan-on